CON(C(OCC1=CC=CC=C1)=O)CCNC benzyl methoxy(2-(methylamino) ethyl)carbamate